3-bromo-1,7-naphthyridine-8(7H)-one BrC=1C=NC=2C(NC=CC2C1)=O